C([C@@H]1[C@H]([C@@H]([C@@H](C(O1)O)O)O[C@H]2[C@@H]([C@H]([C@@H](O2)[C@@H](CO)O)O)O)O)O The molecule is a glycosylmannose that is D-mannopyranose in which the hydroxy group at position 3 has been converted into the corresponding beta-D-galactofuranosyl derivative. It derives from a beta-D-galactofuranose and a D-mannopyranose.